CN1CC(CCC1=O)C1=CC(=C2CN(CC2=C1)C(=O)OC(C)(C)C)C1=CC=CC=C1 tert-butyl 6-(1-methyl-6-oxopiperidin-3-yl)-4-phenylisoindoline-2-carboxylate